FC(CNC)(F)F (trifluoroethyl)(methyl)amine